BrC1=C(C(=C(C2=CN(N=C12)C)I)N)C 7-bromo-4-iodo-2,6-dimethyl-indazol-5-amine